COC(=O)C(C(C=C)=O)C(C=C)=O 4-methoxycarbonylhepta-1E,6E-dien-3,5-dione